3-(1-((2,5-Bis(trifluoromethyl)pyrazolo[1,5-a]pyrimidin-7-yl)amino)-2-(4-fluorophenyl)propan-2-yl)-N'-cyanoazetidine-1-carboximidamide FC(C1=NN2C(N=C(C=C2NCC(C)(C2=CC=C(C=C2)F)C2CN(C2)C(N)=NC#N)C(F)(F)F)=C1)(F)F